4-Fluoro-3-(trifluoromethoxy)benzaldehyde FC1=C(C=C(C=O)C=C1)OC(F)(F)F